BrC=1N=C(C(=NC1)C1=CC=CC=C1)C1=CC=CC=C1 5-bromo-2,3-diphenylpyrazine